O[C@H]1C[C@H]2C[C@H]([C@H]3[C@@H]4CC[C@H]([C@@H](CCC(=O)O)C)[C@]4(CC[C@@H]3[C@]2(CC1)C)C)O 3α,7α-Dihydroxy-5β-cholan-24-oic acid